CC=1C=C(OC(C(=O)Cl)C)C=CC1 2-(3-methylphenoxy)propionyl chloride